N-(2-fluoro-4-(1-methylazetidin-3-yl)phenyl)-2-(3-(4-fluorophenyl)-5-isopropylisoxazol-4-yl)thiazole-4-carboxamide FC1=C(C=CC(=C1)C1CN(C1)C)NC(=O)C=1N=C(SC1)C=1C(=NOC1C(C)C)C1=CC=C(C=C1)F